C1(CC1)N1CC(C1)(C)C(=O)N1CCC(CC1)C=1C(=NC=CC1)C(F)(F)F (1-Cyclopropyl-3-methylazetidin-3-yl){4-[2-(trifluoromethyl)pyridin-3-yl]piperidin-1-yl}methanone